FC1(CC2CC(CC2C1)=O)F 5,5-difluoro-hexahydropentalen-2-one